FC1=CC(=CC=2C(=COC21)S(=O)(=O)C)C(=O)N 7-fluoro-3-(methylsulfonyl)benzofuran-5-carboxamide